ClCC1=CC(=C(OCC2CCN(CC2)S(=O)(=O)C)C=C1)S(=O)(=O)C 4-((4-(chloromethyl)-2-(methylsulfonyl)phenoxy)methyl)-1-(methylsulfonyl)-piperidine